arsine silicon germanium [Ge].[Si].[AsH3]